CIS-3-METHYLCYCLOBUTANECARBOXYLIC ACID C[C@H]1C[C@H](C1)C(=O)O